methyl 4-(3-((6-chloro-4-methoxypyridin-3-yl) carbamoyl)-3-(2-isopropylphenyl) azetidin-1-yl)-2,2-dimethyl-4-oxobutanoate ClC1=CC(=C(C=N1)NC(=O)C1(CN(C1)C(CC(C(=O)OC)(C)C)=O)C1=C(C=CC=C1)C(C)C)OC